FC=1C=2N(C=CC1C)C(=CN2)C2=C1CNC(C1=C(C=C2)NC2=NC=C(C=C2)N2C[C@@H](OCC2)CO)=O 4-(8-fluoro-7-methyl-imidazo[1,2-a]pyridin-3-yl)-7-[[5-[(2R)-2-(hydroxymeth-yl)morpholin-4-yl]-2-pyridyl]amino]isoindolin-1-one